tert-Butyl (2-(4'-cyano-2'-((2-methyl-6-morpholinopyrimidin-4-yl)oxy)-[1,1'-biphenyl]-4-yl)ethyl)carbamate C(#N)C1=CC(=C(C=C1)C1=CC=C(C=C1)CCNC(OC(C)(C)C)=O)OC1=NC(=NC(=C1)N1CCOCC1)C